ClC1=CC2=C(S1)[C@@]1(C[C@@H](N(CC1)C(=O)OC(C)(C)C)C)OCC2F tert-Butyl (2'S,7R)-2-chloro-4-fluoro-2'-methyl-spiro[4,5-dihydrothieno[2,3-c]pyran-7,4'-piperidine]-1'-carboxylate